FC(C(=O)NC=1N=C2N(C=C(C=C2)NC2=C(C(=CC=C2)F)C)C1)(F)F 2,2,2-trifluoro-N-(6-((3-fluoro-2-methylphenyl)amino)imidazo[1,2-a]pyridin-2-yl)acetamide